CC(C)C1=CNC2=CC=CC=C12 3-(2-propyl)indole